2,2-Difluoroacetic acid FC(C(=O)O)F